4-cyclohexenecarboxylate C1(CCC=CC1)C(=O)[O-]